((2-(3-Bromo-4-fluoro-1H-pyrazol-1-yl)-1,6-naphthyridin-7-yl)methyl)-4-cyano-4-methylisochromane-6-carboxamide BrC1=NN(C=C1F)C1=NC2=CC(=NC=C2C=C1)CC1OCC(C2=CC(=CC=C12)C(=O)N)(C)C#N